O=C1NCC2=C(N(C1)CCN1CC3CCC(C1)N3C(=O)OC(C)(C)C)C=CC=C2 tert-Butyl 3-(2-(3-oxo-2,3,4,5-tetrahydro-1H-benzo[e][1,4]diazepin-1-yl)ethyl)-3,8-diazabicyclo[3.2.1]octane-8-carboxylate